2,12-tridecadienoic acid C(C=CCCCCCCCCC=C)(=O)O